ClC=1C=C(C=2N(N1)C=CN2)[C@@H]2[C@H](C2)C2=CC=C(C=C2)C(F)(F)F 6-chloro-8-[(1S,2S)-2-[4-(trifluoromethyl)phenyl]cyclopropyl]imidazo[1,2-b]pyridazine